C(CCCCCCCCCCC)(=O)O.CC(C(=O)NCCCCCCCCCC)CCN(C)C methyl-[N-decyl-4-(dimethylamino)butyramide] dodecanoate